(4aS,9bS)-8-fluoro-7-(trifluoromethyl)-1,2,3,4,4a,9b-hexahydrobenzofuro[3,2-b]pyridine FC=1C(=CC2=C(C1)[C@@H]1NCCC[C@@H]1O2)C(F)(F)F